C(=CCCCCCCCCCCCCCCCC)S(=O)(=O)O octadecenylsulfonic acid